(E)-4-((tert-butoxycarbonyl)amino)but-2-enoic acid C(C)(C)(C)OC(=O)NC/C=C/C(=O)O